tert-Butyl 4-((4-(2-(2,6-dioxopiperidin-3-yl)-1-oxoisoindolin-5-yl)piperazin-1-yl)methyl)piperidine-1-carboxylate O=C1NC(CCC1N1C(C2=CC=C(C=C2C1)N1CCN(CC1)CC1CCN(CC1)C(=O)OC(C)(C)C)=O)=O